2-hydroxy-6-chloronicotinate OC1=C(C(=O)[O-])C=CC(=N1)Cl